2-(tert-butoxycarbonyl)-1,2,3,4-tetrahydro-pyrrolo[1,2-a]pyrazine-6-carboxylic acid C(C)(C)(C)OC(=O)N1CC=2N(CC1)C(=CC2)C(=O)O